N,N-di-n-propylacrylamide C(CC)N(C(C=C)=O)CCC